4-(2-butyl-benzofuran-3-carbonyl)-benzamide C(CCC)C=1OC2=C(C1C(=O)C1=CC=C(C(=O)N)C=C1)C=CC=C2